BrC=1C(=C(C=C2C(NC=NC12)=O)C)C 8-bromo-6,7-dimethylquinazolin-4(3H)-one